1-(4-(4-heptyl-cyclohexyl)phenoxy)-2,4-diaminobenzene C(CCCCCC)C1CCC(CC1)C1=CC=C(OC2=C(C=C(C=C2)N)N)C=C1